C1(CC1)NC(=O)C1=NNC2=CC(=CC=C12)C=1C(=NC(=C(C1)C(N[C@@H](C)C1=CC(=CC=C1)C(F)(F)F)=O)[2H])OC N-cyclopropyl-6-[6-(deutero)-methoxy-5-{[(1S)-1-[3-(trifluoro-methyl)phenyl]ethyl]carbamoyl}-pyridin-3-yl]-1H-indazole-3-carboxamide